S(=O)([O-])S(=O)[O-].[Na+].NC=1C(=NC2=C(C(=C(C=C2C1NC1C2CN(C1C2)C(=O)OC(C)(C)C)Cl)Br)F)N2CC(C2)N(C)C.[Na+] tert-butyl (endo)-5-((3-amino-7-bromo-6-chloro-2-(3-(dimethylamino)azetidin-1-yl)-8-fluoroquinolin-4-yl)amino)-2-azabicyclo[2.1.1]hexane-2-carboxylate Sodium hydrosulfite